C[N+](CCOC1=C2CC3=CC(=C(CC4=CC(=C(CC5=CC(=C(CC6=CC(=C(CC(=C1)C(=C2)OCC[N+](C)(C)C)C=C6OCC[N+](C)(C)C)OCC[N+](C)(C)C)C=C5OCC[N+](C)(C)C)OCC[N+](C)(C)C)C=C4OCC[N+](C)(C)C)OCC[N+](C)(C)C)C=C3OCC[N+](C)(C)C)OCC[N+](C)(C)C)(C)C 4,9,14,19,24,26,28,30,32,34-Deca[2-(trimethylammonio)ethoxy]hexacyclo[21.2.2.23,6.28,11.213,16.218,21]pentatriaconta-1(25),3,5,8,10,13,15,18,20,23,26,28,30,32,34-pentadecaene